N=1N2C(C=CC1)=C(C=C2)C(=O)N pyrrolo[1,2-b]pyridazine-5-carboxamide